3-hydroxycyclobutylbenzoic acid OC1CC(C1)C1=C(C(=O)O)C=CC=C1